O.[Na+].N[C@@H](CCC(=O)O)C(=O)[O-] L-Glutamic acid monosodium salt hydrate